tert-butyl 4-(6-bromo-2-ethyl-7-fluoro-4-oxo-1H-1,5-naphthyridin-3-yl)piperazine-1-carboxylate BrC=1N=C2C(C(=C(NC2=CC1F)CC)N1CCN(CC1)C(=O)OC(C)(C)C)=O